4-n-octyloxy benzoate C(C1=CC=CC=C1)(=O)OOC(CCC)CCCC